N-(4-((5-(1,6-dimethyl-1H-pyrazolo[3,4-b]pyridin-4-yl)-3-methyl-4,5,6,7-tetrahydro-1H-pyrazolo[4,3-c]pyridin-1-yl)methyl)bicyclo[2.2.2]oct-1-yl)-2-(pyrrolidin-1-yl)acetamide CN1N=CC=2C1=NC(=CC2N2CC1=C(CC2)N(N=C1C)CC12CCC(CC1)(CC2)NC(CN2CCCC2)=O)C